FC1=C(C=CC(=C1)F)C(CN1CCC(CC1)NC1=CC=C(C=C1)OCCN1CCOCC1)(CN1N=CN=C1)O 2-(2,4-Difluorophenyl)-1-(4-((4-(2-morpholinoethoxy)phenyl)amino)piperidin-1-yl)-3-(1H-1,2,4-triazol-1-yl)propan-2-ol